1-(3-Fluoro-5-methylsulfonylmethoxypyridin-2-yl)-7-methoxy-3-methyl-8-(1-methyl-1H-pyrazol-4-yl)-1,3-dihydroimidazo-[4,5-c]quinolin-2-one FC=1C(=NC=C(C1)OCS(=O)(=O)C)N1C(N(C=2C=NC=3C=C(C(=CC3C21)C=2C=NN(C2)C)OC)C)=O